C1(CCC(N1C(C(=O)O)(CCCCCC(=O)O)N1C(CCC1=O)=O)=O)=O.C(=O)(O)CNCC(=O)O N-(carboxymethyl)glycine disuccinimidylsuberate